(4aS)-8-((2,6-dioxopiperidin-3-yl)amino)-1,2,4a,5-tetrahydrobenzo[b]pyrazino[1,2-d][1,4]oxazine O=C1NC(CCC1NC=1C=CC2=C(OC[C@H]3N2CCN=C3)C1)=O